C(C)N1CC(C1)S(=O)(=O)N(CC1=CC=C(C=C1)OC)CC1=CC=C(C=C1)OC 1-ethyl-N,N-bis(4-methoxybenzyl)azetidine-3-sulfonamide